N-[3-(p-ethoxybenzenesulfonyloxy)phenyl]urea C(C)OC1=CC=C(C=C1)S(=O)(=O)OC=1C=C(C=CC1)NC(=O)N